NC=1C=C(C=CC1)NC=1C(C2=CC=CC=C2C(C1)=O)=O 2-((3-aminophenyl)amino)naphthalene-1,4-dione